BrC=1C=C(C=CC1)C(CC(C(=O)OC)C(CC1CC1)=O)=O methyl 4-(3-bromophenyl)-2-(2-cyclopropylacetyl)-4-oxobutanoate